[Fe+2].O=C1C(O)=C(O)[C@H](O1)[C@@H](O)CO L-ascorbic acid iron (II)